FC1=CC=C(C=N1)C#CCN1C=2N(C3=CC=C(C=C3C1=O)S(=O)(=O)NC1(CC1)C)[C@@H](CN2)C (R)-4-(3-(6-fluoropyridin-3-yl)prop-2-yn-1-yl)-1-methyl-N-(1-methylcyclopropyl)-5-oxo-1,2,4,5-tetrahydroimidazo[1,2-a]quinazoline-7-sulfonamide